4,6-dichloro-N-{3-[(3-fluorophenyl)methyl]-4-oxo-3,4-dihydro-quinazolin-5-yl}-5-hydroxypyridine-2-carboxamide ClC1=CC(=NC(=C1O)Cl)C(=O)NC1=C2C(N(C=NC2=CC=C1)CC1=CC(=CC=C1)F)=O